FC=1C(=NC(=NC1)NC1=CC=C(C=N1)CN1CCC(CC1)CN1CCNCC1)C=1C=C(C2=C(N(C(=N2)C)C(C)C)C1)F 4-((1-((6-((5-fluoro-4-(4-fluoro-1-isopropyl-2-methyl-1H-benzo[d]imidazol-6-yl)pyrimidin-2-yl)amino)pyridin-3-yl)methyl)piperidin-4-yl)methyl)piperazine